[Cu].[Ag].[Al].C12C(C3CC(CC(C1)C3)C2)CC(=O)NC2=CC3=C(NC(=N3)CCCOC)C=C2 2-(2-adamantyl)-N-[2-(3-methoxypropyl)-1H-benzimidazol-5-yl]acetamide Aluminum-silver-copper